2,5-diamino-N-(3,4-dihydroxyphenethyl)benzamide NC1=C(C(=O)NCCC2=CC(=C(C=C2)O)O)C=C(C=C1)N